3,3'-tellurodithiodipropionic acid [Te](SCCC(=O)O)SCCC(=O)O